tert-butyl N-[1-[4-(3,4-dichloro-2-fluoro-anilino)pyrido[3,2-d]pyrimidin-6-yl]azetidin-3-yl]carbamate ClC=1C(=C(NC=2C3=C(N=CN2)C=CC(=N3)N3CC(C3)NC(OC(C)(C)C)=O)C=CC1Cl)F